4,5,6,7-tetrahydro-5-methyl-2-aminothiazolo[5,4-c]pyridine CN1CC2=C(CC1)N=C(S2)N